FC1=C2C=NN(C2=CC(=C1)\C=C\C1=CC=CC=C1)C1SCCCC1 (E)-4-fluoro-6-styryl-1-(tetrahydro-2H-thiopyran-2-yl)-1H-indazole